C=C1CN2CCC3(C2(C1)CO)CC3 (6'-methylenetetrahydrospiro[cyclopropane-1,1'-pyrrolizine]-7a'(5'H)-yl)methanol